1-(1-(6-chloro-1-(4-(methylsulfonyl)phenyl)-1H-indazol-3-yl)ethyl)-3-ethyl-1H-pyrazolo[3,4-d]pyrimidin-4-amine ClC1=CC=C2C(=NN(C2=C1)C1=CC=C(C=C1)S(=O)(=O)C)C(C)N1N=C(C=2C1=NC=NC2N)CC